NC=1N=C2C(=NC1C)SC=C2 amino-3-methylthieno[2,3-b]pyrazine